p-methoxybenzyl-allene COC1=CC=C(CC=C=C)C=C1